COC=1C=C(C=C(C1)OC)[C@@H](CNC(=O)C1=NC(=CN=C1)C1=CC=C(C=C1)OC)O (S)-N-(2-(3,5-dimethoxyphenyl)-2-hydroxyethyl)-6-(4-methoxyphenyl)pyrazine-2-carboxamide